(5-Chloro-1-ethyl-3-(5-methylisoxazol-3-yl)-1H-pyrazol-4-yl)(9-(3,3-dimethylbutyl)-3,9-diazaspiro[5.5]undecan-3-yl)methanone ClC1=C(C(=NN1CC)C1=NOC(=C1)C)C(=O)N1CCC2(CC1)CCN(CC2)CCC(C)(C)C